(3R,5'S)-1'-((S)-2-(8-fluoro-1-oxo-3,4-dihydroisoquinolin-2(1H)-yl)-4-methylpentanoyl)-2-oxospiro[indoline-3,3'-pyrrolidine]-5'-carbonitrile FC=1C=CC=C2CCN(C(C12)=O)[C@H](C(=O)N1C[C@]2(C[C@H]1C#N)C(NC1=CC=CC=C12)=O)CC(C)C